4-[4-(4-Ethoxyphenyl)piperidin-1-yl]-1-methyl-2-oxo-1,2-dihydro-quinoline-3-carbonitrile C(C)OC1=CC=C(C=C1)C1CCN(CC1)C1=C(C(N(C2=CC=CC=C12)C)=O)C#N